COC1=CC=C(C=C1)N1N=CC2=C1N=CNC2=O 1-(4-methoxyphenyl)-5H-pyrazolo[3,4-d]Pyrimidin-4-one